COC=1C=C(C=CC1OC)C=1N=C2N(C(C1)=O)C=C(C=C2)OC2CCN(CC2)C(=O)OC(C)(C)C tert-Butyl 4-(2-(3,4-dimethoxyphenyl)-4-oxo-4H-pyrido[1,2-a]pyrimidin-7-yloxy)piperidine-1-carboxylate